FCC(OC=1C(=NC(=NC1OC)N(CC1=CC=C(C=C1)OC)CC1=CC=C(C=C1)OC)OC)(C)C 5-(2-fluoro-1,1-dimethyl-ethoxy)-4,6-dimethoxy-N,N-bis[(4-methoxyphenyl)methyl]pyrimidin-2-amine